FC=1C(=NC(=NC1)NC1=C(C(=CC=C1)S(=O)(=O)C)F)C1=CNC2=C(C=CC=C12)NC([C@@H](COC)N1CCNCC1)=O (R)-N-(3-(5-fluoro-2-(2-fluoro-3-(methylsulfonyl)phenylamino)pyrimidin-4-yl)-1H-indol-7-yl)-3-methoxy-2-(piperazin-1-yl)propionamide